CC1=NC(=NC(=C1)C)N1C[C@@H]2[C@H](C1)CN(C2)C(=O)C=2C(=CN1C=CC=CC21)C=2OC=CN2 ((3aR,6aS)-5-(4,6-dimethylpyrimidin-2-yl)hexahydropyrrolo[3,4-c]pyrrol-2(1H)-yl)(2-(oxazol-2-yl)indolizin-1-yl)methanone